Calcium lauroyltaurat C(CCCCCCCCCCC)(=O)NCCS(=O)(=O)[O-].[Ca+2].C(CCCCCCCCCCC)(=O)NCCS(=O)(=O)[O-]